tert-Butyl (3-cyano-7-fluoro-4-(5-fluoro-3-(3-hydroxy-4-(isopropylamino)pyrrolidin-1-yl)-7,9-dihydrofuro[3,4-f]quinazolin-6-yl)thieno[3,2-c]pyridin-2-yl)carbamate C(#N)C1=C(SC2=C1C(=NC=C2F)C=2C1=C(C=3C=NC(=NC3C2F)N2CC(C(C2)NC(C)C)O)COC1)NC(OC(C)(C)C)=O